OC(CN)(C)C 2-hydroxy-2-methylpropylamine